BrC1=C(C(=CC=C1)I)[N+](=O)[O-] 1-Bromo-3-iodo-2-nitrobenzene